3-(((1R)-1-(2-(3-azabicyclo[3.1.0]hexan-3-yl)-3-methoxy-6-methyl-4-oxo-3,4-dihydroquinazolin-8-yl)ethyl)amino)-6-chloropicolinic acid C12CN(CC2C1)C1=NC2=C(C=C(C=C2C(N1OC)=O)C)[C@@H](C)NC=1C(=NC(=CC1)Cl)C(=O)O